BrC=1N=C(SC1C)N1[C@H]([C@H](CC1)NS(=O)(=O)C)CO[C@@H]1CC[C@@H](CC1)C1=CC=CC=C1 N-((2R,3S)-1-(4-bromo-5-methylthiazol-2-yl)-2-((((CIS)-4-phenylcyclohexyl)oxy)methyl)pyrrolidin-3-yl)methanesulfonamide